(2,6-difluoro-3-nitrophenyl)methanol FC1=C(C(=CC=C1[N+](=O)[O-])F)CO